C1(CC1)C=1C(=NC=NC1OC)OC 5-cyclopropyl-4,6-dimethoxypyrimidine